C(#N)N1[C@@H](CCC1)C(=O)N1CCC2=C(C=C(C=C12)C(=O)NCC)C1=CC=CC=C1 1-(cyano-L-prolyl)-N-ethyl-4-phenylindoline-6-carboxamide